2-[6-amino-5-[8-[2-(7-azaspiro[3.5]nonan-2-yloxy)-4-pyridyl]-3,8-diazabicyclo[3.2.1]octan-3-yl]pyridazin-3-yl]phenol trifluoroacetate FC(C(=O)O)(F)F.NC1=C(C=C(N=N1)C1=C(C=CC=C1)O)N1CC2CCC(C1)N2C2=CC(=NC=C2)OC2CC1(C2)CCNCC1